6-(2-hydroxy-2-methylpropoxy)-4-(6-(6-((6-(trifluoromethyl)pyridin-3-yl)methyl)-3,6-diazabicyclo[3.1.1]heptan-3-yl)pyridin-3-yl)pyrazolo[1,5-a]pyridine-3-carbonitrile OC(COC=1C=C(C=2N(C1)N=CC2C#N)C=2C=NC(=CC2)N2CC1N(C(C2)C1)CC=1C=NC(=CC1)C(F)(F)F)(C)C